dodecyl-benzyl-imidazoline ammonium chloride [Cl-].[NH4+].C(CCCCCCCCCCC)C=1N(CCN1)CC1=CC=CC=C1